C1C(CC2=CC=CC=C12)N1N=CC(=C1)CN (1-(2,3-dihydro-1H-inden-2-yl)-1H-pyrazol-4-yl)methylamine